C(C(C(CC)C(=O)O)C(=O)O)C(=O)O pentane-1,2,3-tricarboxylic acid